N-Tris(hydroxymethyl)methyl-3-aminopropanesulphonic acid OCC(NCCCS(=O)(=O)O)(CO)CO